O=C(C(=O)N)N1[C@H](CC[C@@H](C1)C)C=1C=C2C=CC=NC2=CC1 2-oxo-2-[(2R,5S)-5-methyl-2-(6-quinolyl)-1-piperidyl]acetamide